C1(CC1)CNC(=O)N1C(COCC1C1=CC=C(C=C1)OC)(C)C N-(Cyclopropylmethyl)-5-(4-methoxyphenyl)-3,3-dimethylmorpholine-4-carboxamide